C(C(O)C)(=O)[O-].C(CCC)N1C=[N+](C=C1)CC(CCCC)CC 1-butyl-3-(2-ethylhexyl)imidazolium lactate